2,6-dibromo-4-fluorophenol BrC1=C(C(=CC(=C1)F)Br)O